Cl.N[C@H]1CN(CCC1)C(=O)C1=CC2=C(N(C(=N2)C=2N(C3=CC=CC=C3C2)CCOC)C)C(=C1)OC (R)-(3-aminopiperidin-1-yl)(7-methoxy-2-(1-(2-methoxyethyl)-1H-indol-2-yl)-1-methyl-1H-benzo[d]imidazol-5-yl)methanone, hydrochloride salt